C(C)(C)(C)OC(=O)N1C2(C=3C(CC1)=NN(C3N3C(NC=C3)=C=O)C3=CC(=C(C(=C3)C)F)C)CC2 2'-(4-fluoro-3,5-dimethylphenyl)-3'-(2-carbonyl-2,3-dihydro-1H-imidazol-1-yl)-6',7'-dihydrospiro[cyclopropane-1,4'-pyrazolo[4,3-c]pyridine]-5'(2'H)-carboxylic acid tert-butyl ester